4-(6-chloro-8-fluoro-2-(((2R,7aS)-2-fluorotetrahydro-1H-pyrrolizin-7a(5H)-yl)methoxy)-4-(1,7-diazaspiro[3.5]nonan-7-yl)quinazolin-7-yl)-7-fluorobenzo[d]thiazol-2-amine ClC=1C=C2C(=NC(=NC2=C(C1C1=CC=C(C2=C1N=C(S2)N)F)F)OC[C@]21CCCN1C[C@@H](C2)F)N2CCC1(CCN1)CC2